6-amino-N-[4-fluoro-2-(piperazin-1-yl)-5,6,7,8-tetrahydroquinolin-6-yl]-2-methylthieno[2,3-d][1,3]thiazole-5-carboxamide NC1=C(SC=2N=C(SC21)C)C(=O)NC2CC=1C(=CC(=NC1CC2)N2CCNCC2)F